3-methyl-4-amino-N-ethyl-N-β-hydroxyethylaniline CC=1C=C(N(CCO)CC)C=CC1N